4-bromomethyl-1-((trimethylsilyl)methyl)-1H-1,2,3-triazole BrCC=1N=NN(C1)C[Si](C)(C)C